1-(3-bromo-2-methylphenyl)-2,5-dimethyl-1H-pyrrole BrC=1C(=C(C=CC1)N1C(=CC=C1C)C)C